OC1=C(C(=O)N(CCCCNC(=O)C2=C(C(=CC=C2)O)O)CC(NCCNC(CONC(OC(C)(C)C)=O)=O)=O)C=CC=C1O tert-butyl ((7-(2,3-dihydroxybenzoyl)-1-(2,3-dihydroxyphenyl)-1,9,14-trioxo-2,7,10,13-tetraazapentadecan-15-yl)oxy)carbamate